C(=C)C1=C(N=NN1)/C/1=C/C(=O)OC1=O vinyltriazole-maleic anhydride